ClC1=C(C=CC=2CN3[C@@H](COC21)CN(CC3)C(C=C)=O)C3=C(C=CC=C3O)Cl (12aR)-10-Chloro-9-(2-chloro-6-hydroxyphenyl)-2-(prop-2-enoyl)-1,2,3,4,12,12a-hexahydro-6H-pyrazino[2,1-c][1,4]benzoxazepin